NC1=NC=CC=C1C1=NC=2C(=NC(=CC2)C=2C=C(C#N)C=CC2)N1C1=CC=C(C=C1)CN1CCN(CC1)C(C1=CC(=C(C=C1)O)C=O)=O 3-(2-(2-aminopyridin-3-yl)-3-(4-((4-(3-formyl-4-hydroxybenzoyl)piperazin-1-yl)methyl)phenyl)-3H-imidazo[4,5-b]pyridin-5-yl)benzonitrile